Ethyl 7-amino-8-(7-fluoro-1H-indazol-4-yl)-6-oxo-5H-1,5-naphthyridine-3-carboxylate NC=1C(NC=2C=C(C=NC2C1C1=C2C=NNC2=C(C=C1)F)C(=O)OCC)=O